2-amino-2-cyclopentyl acetate C(C)(=O)OC1(CCCC1)N